C(C1=CC=CC=C1)OC=1C=CC2=C(C(=C(S2)C)C(=O)NC2CC(C2)(F)F)C1 5-(benzyloxy)-N-(3,3-difluorocyclobutyl)-2-methyl-1-benzothiophene-3-carboxamide